tert-Butyl 6-(6-(tert-butyl)pyridin-2-yl)-6-hydroxy-2-azaspiro[3.4]octane-2-carboxylate C(C)(C)(C)C1=CC=CC(=N1)C1(CC2(CN(C2)C(=O)OC(C)(C)C)CC1)O